8-(4-chloro-2,6-difluoro-phenyl)-2,3-dimethyl-6-[(2S)-2-(1-methylpyrazol-4-yl)morpholino]pyrido[3,4-d]pyrimidin-4-one ClC1=CC(=C(C(=C1)F)C1=NC(=CC2=C1N=C(N(C2=O)C)C)N2C[C@@H](OCC2)C=2C=NN(C2)C)F